FC1=C(N)C=CC(=C1C)OC1=CC2=C(N(N=N2)C)C(=C1)F 2-fluoro-4-(7-fluoro-1-methyl-benzotriazol-5-yl)oxy-3-methyl-aniline